4-CYANO-3,5-DIFLUOROPHENYLBORONIC ACID C(#N)C1=C(C=C(C=C1F)B(O)O)F